OCCOCCN O-(2-hydroxyethyl)ethanolamine